COC1=NC(=NC(=N1)C)NC(=O)NS(=O)(=O)C1=C(C(=O)OC)C=CC=C1 Methyl 2-[[[[(4-methoxy-6-methyl-1,3,5-triazin-2-yl)amino]carbonyl]amino]sulfonyl]benzoate